2-(4-aminophenyl)-N-{4-[(4-methylpiperazin-1-yl)methyl]-3-(trifluoromethyl)phenyl}acetamide NC1=CC=C(C=C1)CC(=O)NC1=CC(=C(C=C1)CN1CCN(CC1)C)C(F)(F)F